3-tetrafluoropropyl-α-fluoroacrylate FC(CC(F)(F)F)C=C(C(=O)[O-])F